N-(6-((3R,5R)-3,5-dimethylpiperidin-1-yl)pyridin-3-yl)-7-methoxy-2-methyl-4-oxo-3,4-dihydroquinazoline-6-sulfonamide C[C@H]1CN(C[C@@H](C1)C)C1=CC=C(C=N1)NS(=O)(=O)C=1C=C2C(NC(=NC2=CC1OC)C)=O